5-chloro-2-(2-(cyclopentyloxy)-4-fluorophenoxy)-N-(2-oxo-1,2-dihydropyridin-4-yl)-6-(trifluoromethyl)nicotinamide ClC=1C(=NC(=C(C(=O)NC2=CC(NC=C2)=O)C1)OC1=C(C=C(C=C1)F)OC1CCCC1)C(F)(F)F